13-hydroxy-docosapentaenoic acid OC(CC=CC=CC=CC=CC=CC(=O)O)CCCCCCCCC